CN1N=NC=2C=NCCC21 methyl-6,7-dihydro-1H-[1,2,3]triazolo[4,5-c]pyridin